C(CN1C(=NC2=C1C=CC(=C2OC)C(=O)N)C2=C(C=CC=C2C=2OC(NN2)=O)F)N2C(=NC1=C2C=CC(=C1OC)C(=O)N)C1=C(C=CC=C1C=1OC(NN1)=O)F (Ethane-1,2-diyl)bis(2-(2-fluoro-6-(5-oxo-4,5-dihydro-1,3,4-oxadiazol-2-yl)phenyl)-4-methoxy-1H-benzo[d]imidazole-5-carboxamide)